ON1C(=NC2=CC(=CC=C2C1=O)OC)C 3-hydroxy-7-methoxy-2-methylquinazolin-4(3H)-one